ethyl 1-(6-(4-methoxy-2-(trifluoromethyl)phenyl)quinolin-2-yl)piperidine-4-carboxylate hydrochloride Cl.COC1=CC(=C(C=C1)C=1C=C2C=CC(=NC2=CC1)N1CCC(CC1)C(=O)OCC)C(F)(F)F